(2S,3S,4R,5R)-N-ethyl-3,4-dihydroxyl-5-(2-(1-methyl-1H-pyrrol-2-yl)-6-(methylamino)-9H-purin-9-yl)tetrahydrofuran-2-carboxamide C(C)NC(=O)[C@H]1O[C@H]([C@@H]([C@@H]1O)O)N1C2=NC(=NC(=C2N=C1)NC)C=1N(C=CC1)C